(R)-4-(2-(ethoxymethoxy)-4-(propyn-1-yl)phenyl)-N-(piperidin-3-yl)phthalazin-1-amine C(C)OCOC1=C(C=CC(=C1)C#CC)C1=NN=C(C2=CC=CC=C12)N[C@H]1CNCCC1